(2R,4R)-1-[(2S)-5-[(Aminoiminomethyl)amino]-1-oxo-2-[[(1,2,3,4-tetrahydro-3-methyl-8-quinolinyl)sulfonyl]amino]pentyl]-4-methyl-2-piperidinecarboxylic acid NN=CNCCC[C@@H](C(=O)N1[C@H](C[C@@H](CC1)C)C(=O)O)NS(=O)(=O)C=1C=CC=C2CC(CNC12)C